1-benzyl-2-bromo-3-methoxybenzene C(C1=CC=CC=C1)C1=C(C(=CC=C1)OC)Br